N-((3R,4R,5R,6R)-4,5-dihydroxy-6-(hydroxymethyl)tetrahydro-2H-pyran-3-yl)-N-methylacetamide O[C@@H]1[C@@H](CO[C@@H]([C@@H]1O)CO)N(C(C)=O)C